1-hexadecyl-(2-hydroxyethyl)-dimethyl-ammonium chloride [Cl-].C(CCCCCCCCCCCCCCC)C(CO)[NH+](C)C